5-(2-(2,4-dimethoxyphenoxy)-4,6-bis(trifluoromethyl)benzamido)picolinic acid COC1=C(OC2=C(C(=O)NC=3C=CC(=NC3)C(=O)O)C(=CC(=C2)C(F)(F)F)C(F)(F)F)C=CC(=C1)OC